2,3,5,6-tetrafluoro-4-sulfoxybenzoic acid FC1=C(C(=O)O)C(=C(C(=C1F)OS(=O)(=O)O)F)F